FC(S(=O)(=O)NCCO)(F)F 1,1,1-Trifluoro-N-(2-hydroxyethyl)methanesulfonamide